3-isopropyl-4-[3-(2-oxo-1H-imidazo[4,5-b]pyridin-3-yl)cyclobutoxy]benzonitrile C(C)(C)C=1C=C(C#N)C=CC1OC1CC(C1)N1C(NC=2C1=NC=CC2)=O